pyridylbiphenyl N1=C(C=CC=C1)C1=C(C=CC=C1)C1=CC=CC=C1